C[C@@H]1C=C(CN(C1)CC1(COC1)C)C1=CNC2=NC=CC=C21 (R)-3-(5-methyl-1-((3-methyloxetan-3-yl)methyl)-1,2,5,6-tetrahydropyridin-3-yl)-1H-pyrrolo[2,3-b]pyridine